OC1=C(C(=O)NCCCCCCCC(=O)O)C=CC=C1 8-(2-hydroxybenzoamido)caprylic acid